(S)-6-(1-amino-1,3-dihydrospiro[indene-2,4'-piperidin]-1'-yl)-3-(1-(2-methylpyridin-3-yl)cyclopropyl)-1,5-dihydro-4H-pyrazolo[3,4-d]pyrimidin-4-one N[C@@H]1C2=CC=CC=C2CC12CCN(CC2)C=2NC(C1=C(N2)NN=C1C1(CC1)C=1C(=NC=CC1)C)=O